ClC1=C(C=CC(=C1)CN(C(C(F)(F)F)=O)CCC=1N=NN(C1)CCN(C(C(F)(F)F)=O)C1=NC2=C(C3=CN=CC=C13)C=CC(=C2)C#N)C2=CC=CC=C2 N-((2-chloro-[1,1'-biphenyl]-4-yl)methyl)-N-(2-(1-(2-(N-(8-cyanobenzo[c][2,6]naphthyridin-5-yl)-2,2,2-trifluoroacetamido)ethyl)-1H-1,2,3-triazol-4-yl)ethyl)-2,2,2-trifluoroacetamide